[Si](C)(C)(C(C)(C)C)OCC1CCC(CC1)COCCCCCN1CC2=CC=CC=C2C1 2-(5-(((1r,4r)-4-(((tert-butyldimethylsilyl)oxy)methyl)cyclohexyl)methoxy)pentyl)isoindoline